6-fluoro-2,2-dimethyltetrahydro-2H,4H-[1,3]dioxolo[4,5-c]pyran-6-carboxylate FC1(CC2C(CO1)OC(O2)(C)C)C(=O)[O-]